N-(azetidin-3-yl)acetamide N1CC(C1)NC(C)=O